C(C1=CC=CC=C1)OC[C@@]1(CN(CC1)C(=O)OC(C)(C)C)C(=O)N1C(OC[C@@H]1C(C)C)=O tert-butyl (R)-3-((benzyloxy)methyl)-3-((S)-4-isopropyl-2-oxooxazolidine-3-carbonyl)pyrrolidine-1-carboxylate